(R)-1-(tert-butyl)-N-(8-(2-((1,5-dimethyl-1H-pyrazol-4-yl)amino)pyrimidin-4-yl)-2-(2-hydroxyethyl)-2,3,4,5-tetrahydro-1H-benzo[c]azepin-5-yl)-1H-1,2,3-triazole-4-carboxamide C(C)(C)(C)N1N=NC(=C1)C(=O)N[C@H]1C2=C(CN(CC1)CCO)C=C(C=C2)C2=NC(=NC=C2)NC=2C=NN(C2C)C